1-(4-bromobenzyl)cyclopropane-1-ol tert-Butyl-3-ethyl-5-((3-((2-ethylhexyl)oxy)-3-oxopropyl)thio)benzoate C(C)(C)(C)C1=C(C(=O)OC2(CC2)CC2=CC=C(C=C2)Br)C=C(C=C1CC)SCCC(=O)OCC(CCCC)CC